F[C@@H]1C2COC[C@@H](C[C@@H]1N(C=1N=CC(=NC1)C1=C(C=C(C=C1)C1=CC(N(C=C1)C)=O)O)C)N2 4-[4-(5-{[(1R,6R,7S)-6-fluoro-3-oxa-9-azabicyclo[3.3.1]nonan-7-yl](methyl)amino}pyrazin-2-yl)-3-hydroxyphenyl]-1-methyl-1,2-dihydropyridin-2-one